NC=1N=C(C(=NC1OCCC=C)C1=NC=CC(=C1)C(C)N(C(OC(C)(C)C)=O)CC)C tert-butyl (1-(2-(5-amino-6-(but-3-en-1-yloxy)-3-methylpyrazin-2-yl)pyridin-4-yl)ethyl)(ethyl)carbamate